3-((3-benzoyl-2-ethyl-2,3-dihydrobenzo[b]thiophen-2-yl)methyl)-4H-chromen-4-one C(C1=CC=CC=C1)(=O)C1C2=C(SC1(CC)CC1=COC3=CC=CC=C3C1=O)C=CC=C2